2,4-diamino-6-(1-(2,4-dimethoxyphenyl)-1H-1,2,3-triazol-4-yl)quinazoline NC1=NC2=CC=C(C=C2C(=N1)N)C=1N=NN(C1)C1=C(C=C(C=C1)OC)OC